BrCCC1=CC=C(C=C1)F p-(2-bromoethyl)fluorobenzene